ClC=1C=C(C(=O)NC)C=CC1NCC#C 3-chloro-N-methyl-4-(prop-2-yn-1-ylamino)benzamide